[Cl-].N[C@H](C(=O)OCC(NC(C)C)=O)CC1=CC(=CC=C1)S(=O)(=O)N1CC(C1)(C1=CC=CC=C1)OC1=CC(=CC=C1)F 2-Oxo-2-[(propan-2-yl)amino]ethyl (2S)-2-amino-3-{3-[3-(3-fluorophenoxy)-3-phenylazetidin-1-sulfonyl]phenyl}propanoate monochloride